6-bromo-2H-pyrido[2,3-d][1,3]oxazine-2,4(1H)-dione BrC1=CC2=C(NC(OC2=O)=O)N=C1